3-[4-amino-3-[4-[[(2-methoxybenzoyl)amino]methyl]phenyl]pyrazolo[3,4-d]pyrimidin-1-yl]cyclohexanecarboxylic acid ethyl ester C(C)OC(=O)C1CC(CCC1)N1N=C(C=2C1=NC=NC2N)C2=CC=C(C=C2)CNC(C2=C(C=CC=C2)OC)=O